N2-[1-(1-methylethyl)indazol-6-yl]-2,4-pyrimidinediamine CC(C)N1N=CC2=CC=C(C=C12)NC1=NC=CC(=N1)N